FC(C1=CC=C(C=C1)N1CC(CC2=CC=CC=C12)CO)(F)F (1-(4-(trifluoromethyl)phenyl)-1,2,3,4-tetrahydroquinolin-3-yl)methanol